(3-(4,4-bis(methoxymethyl)-cyclohexyl)-2-((methyl(2-(methylamino)ethyl)amino)-methyl)-6,7-dihydropyrazolo-[1,5-a]pyrazin-5(4H)-yl)(2,2-dimethyltetrahydrofuran-3-yl)methanone COCC1(CCC(CC1)C=1C(=NN2C1CN(CC2)C(=O)C2C(OCC2)(C)C)CN(CCNC)C)COC